[Cl-].[Cl-].C1(=CC=CC=C1)[Zr](C1C(=CC2=CC(=CC=C12)CC(C)C)C)(C1C(=CC2=CC(=CC=C12)CC(C)C)C)[SiH2]C phenyl-(methyl)silanylbis(2-methyl-5-isobutyl-1-indenyl)zirconium dichloride